N1=C(C=CC=C1)C=1C2=CC=C(N2)C(=C2C=CC(C(=C3C=CC(=C(C=4C=CC1N4)C4=NC=CC=C4)N3)C3=NC=CC=C3)=N2)C2=NC=CC=C2 5,10,15,20-tetrapyridylporphyrin